C(C)(C)(C)C=1C=CC=2N(C3=CC=C(C=C3C2C1)C(C)(C)C)C=1C=C(C=CC1)NC1=CC=2C(C=3C=C(C=CC3C2C2=C1C=CC=C2)NC2=CC(=CC=C2)N2C1=CC=C(C=C1C=1C=C(C=CC21)C(C)(C)C)C(C)(C)C)(C)C N,N'-bis[3-(3,6-di-tert-butyl-9H-carbazol-9-yl)phenyl]-7,7-dimethyl-7H-benzo[c]fluorene-5,9-diamine